methyl 2-[[(4R)-2-[(3-bromo-2-chloro-phenyl)carbamoyl]-4,5,6,7-tetrahydropyrazolo[1,5-a]pyridin-4-yl]amino]-2-methyl-propanoate BrC=1C(=C(C=CC1)NC(=O)C1=NN2C([C@@H](CCC2)NC(C(=O)OC)(C)C)=C1)Cl